methylphosphonic (2-propynyl) (2-propenyl) ester C(C=C)OP(OCC#C)(=O)C